FC1=CC(=C(C=C1)O)C([2H])([2H])[2H] 4-fluoro-2-(methyl-d3)phenol